C1(CC1)C(=O)NC=1C=C2C(=CN=C(C2=CN1)NC)C=1OC2=C(N1)C=C(C=C2)C(=O)NC 2-(6-(cyclopropanecarboxamido)-1-(methylamino)-2,7-naphthyridin-4-yl)-N-methylbenzo[d]oxazole-5-carboxamide